alpha-propylcinnamic acid C(CC)C(C(=O)O)=CC1=CC=CC=C1